4-(4-(trifluoromethyl)phenyl)pyrrolidine-2-carboxylic acid methyl ester COC(=O)C1NCC(C1)C1=CC=C(C=C1)C(F)(F)F